(S)-4,4-difluoropyrrolidine-2-carboxylic acid methyl ester COC(=O)[C@H]1NCC(C1)(F)F